C1=CC=CC=2C3=CC=CC=C3N(C12)C=1C=C(C=C(C1)N1C2=CC=CC=C2C=2C=CC=CC12)C(O)C1=CC=C(C=C1)C (3,5-Bis-carbazol-9-yl-phenyl)-p-tolyl-methanol